CC(C)N1C=NC(=C1)C(=O)N1C[C@H]2C([C@H]2C1)C(=O)NC(C(F)(F)F)(C)C (1R,5S,6r)-3-[1-(propan-2-yl)-1H-imidazole-4-carbonyl]-N-(1,1,1-trifluoro-2-methylpropan-2-yl)-3-azabicyclo[3.1.0]hexane-6-carboxamide